C(C)(=O)OOC1=NN(C(=N1)C1=C(C=C(C=C1)Br)F)C1=C(C(=C(C=C1)Cl)CC1OCCC1)F Tetrahydrofuran-2-ylmethyl-{[5-(4-bromo-2-fluorophenyl)-1-(4-chloro-2-fluorophenyl)-1H-1,2,4-triazol-3-yl]oxy} acetate